CN(C(C)=O)C1C(=NN(C1)C(=O)Cl)C1=CC=C(C=C1)C (N-Methylacetamido)-3-(4-methylphenyl)-4,5-dihydro-1H-pyrazole-1-carboxylic acid chloride